tributoxysilylpropyl methacrylate triethoxysilylpropyl-methacrylate tributoxysilylpropyl-methacrylate C(CCC)O[Si](OCCCC)(OCCCC)CCCOC(C(=C)C)=O.C(C)O[Si](OCC)(OCC)CCCOC(C(=C)C)=O.C(C(=C)C)(=O)OCCC[Si](OCCCC)(OCCCC)OCCCC